pentaerythritol tetra(2-ethyl hexanoate) C(C)C(C(=O)OCC(COC(C(CCCC)CC)=O)(COC(C(CCCC)CC)=O)COC(C(CCCC)CC)=O)CCCC